ClC(OC1=CC=C(C=C1)NC(=O)C=1C=C2CC(N(C2=C(C1)C1=CC=NN1)C(C)C)C(=O)N1CCOCC1)(F)F N-(4-(chlorodifluoromethoxy)phenyl)-1-isopropyl-2-(morpholine-4-carbonyl)-7-(1H-pyrazol-5-yl)indoline-5-carboxamide